2-((tert-butyldimethylsilyl)oxy)ethyl 1-(4-(tert-butoxycarbonyl) benzyl)-4-oxo-4,5,6,7-tetrahydro-1H-indole-2-carboxylate C(C)(C)(C)OC(=O)C1=CC=C(CN2C(=CC=3C(CCCC23)=O)C(=O)OCCO[Si](C)(C)C(C)(C)C)C=C1